FC(C1=CC=2NC(C3N(C2N=C1)CCCC3)=O)(F)F 3-(trifluoromethyl)-7,8,9,10-tetrahydro-5H-dipyrido[1,2-a:3',2'-e]pyrazin-6(6aH)-one